(((2-methoxyethoxy)methoxy)methyl)benzaldehyde COCCOCOCC1=C(C=O)C=CC=C1